3-(5-(difluoromethyl)-1,3,4-thiadiazol-2-yl)-N-(3-(difluoromethyl)oxetane-3-yl)-8-(4-isobutyrylpiperazin-1-yl)imidazo[1,5-a]pyridine-6-sulfonamide FC(C1=NN=C(S1)C1=NC=C2N1C=C(C=C2N2CCN(CC2)C(C(C)C)=O)S(=O)(=O)NC2(COC2)C(F)F)F